5-([[(1,2,3,5,6,7-hexahydro-s-indacen-4-yl)carbamoyl]amino](imino)oxo-lambda6-sulfanyl)furan-3-carboxylic acid C1CCC2=C(C=3CCCC3C=C12)NC(=O)NS(C1=CC(=CO1)C(=O)O)(=O)=N